FC(OC1=NC=C(C#N)C=C1C1=NN=C(N1C)C1=C(C=CC=C1F)F)F 6-(difluoromethoxy)-5-(5-(2,6-difluorophenyl)-4-methyl-4H-1,2,4-triazol-3-yl)nicotinonitrile